13-bromo-5-fluoro-14-hydroxy-19-methoxy-16,16-dioxo-9-oxa-16λ6-thia-4,17,20-triazatetracyclo[16.3.1.1(11,15).0(2,7)]tricosa-1(21),2,4,6,11(23),12,14,18(22),19-nonaen-10-one BrC1=CC=2C(OCC3=CC(=NC=C3C3=CN=C(C(NS(C(=C1O)C2)(=O)=O)=C3)OC)F)=O